N-(3-(1H-indol-3-yl)propyl)-4-(2-(dimethylamino)ethoxy)benzenesulfonamide N1C=C(C2=CC=CC=C12)CCCNS(=O)(=O)C1=CC=C(C=C1)OCCN(C)C